NC1=CC=CC=2B(OC(CC21)=O)O 5-amino-1-hydroxybenzo[c][1,2]oxaborin-3(1H)-one